S(=O)(=O)(O)CC(C(=O)O)C 3-sulfo-2-methyl-propionic acid